C(C)(C)(C)OC(=O)N1C[C@@H](N(CC1)CC=1C(=NC=C(C1F)Cl)Cl)CO (3R)-4-[(2,5-dichloro-4-fluoropyridin-3-yl)methyl]-3-(hydroxymethyl)piperazine-1-carboxylic acid tert-butyl ester